O[C@H]1CN(C[C@@H]1O)C1=CC(=NC=C1)C(=O)NC=1C=CC=C2C=CC=NC12 4-((3S,4S)-3,4-dihydroxypyrrolidin-1-yl)-N-(quinolin-8-yl)picolinamide